N-(3-(3-(hydroxymethyl)pyrrolidin-1-carbonyl)-4,5,6,7-tetrahydrobenzo[b]thiophen-2-yl)nicotinamid OCC1CN(CC1)C(=O)C=1C2=C(SC1NC(C1=CN=CC=C1)=O)CCCC2